C(=C)C1=CC=CC2=C1CCO2 4-vinyl-2,3-dihydrobenzofuran